(-)-5-(azetidin-3-yl)-2-[3-(trifluoromethyl)pyrrolidin-1-yl]pyrimidine N1CC(C1)C=1C=NC(=NC1)N1CC(CC1)C(F)(F)F